1-Cyclobutyl-3-(oxetan-3-yl)-1H-pyrazol-4-ol C1(CCC1)N1N=C(C(=C1)O)C1COC1